O=C1N(/C(/SC1)=N/C(=O)NC1C(C1)C1=CC=C(C=C1)C1=NN(C=N1)C1=CC=C(C=C1)OC(F)(F)F)C1=C(C=CC=C1)CCC (Z)-1-(4-oxo-3-(2-propylphenyl)thiazolidin-2-ylidene)-3-(2-(4-(1-(4-(trifluoromethoxy)phenyl)-1H-1,2,4-triazol-3-yl)phenyl)cyclopropyl)urea